5-bromo-3-[(3-fluorophenyl)methoxy]pyridin-2-amine BrC=1C=C(C(=NC1)N)OCC1=CC(=CC=C1)F